di(dodecyl)phosphinic acid C(CCCCCCCCCCC)P(O)(=O)CCCCCCCCCCCC